terephthalimidoperoxyheptanoic acid C1(C2=CC=C(C(N1C(C(=O)OO)CCCCC)=O)C=C2)=O